C(C)(C)(C)OC(=O)NC1CC\C=C/CCC1C(=O)[O-] (Z)-8-((tert-butoxycarbonyl)amino)cyclooct-4-ene-1-carboxylate